N-(4-bromo-5-methylpyridin-2-yl)-3-(trifluoromethyl)-N-(3-(trifluoromethyl)benzoyl)benzamide BrC1=CC(=NC=C1C)N(C(C1=CC(=CC=C1)C(F)(F)F)=O)C(C1=CC(=CC=C1)C(F)(F)F)=O